CN(CC(C)(O[Ga](OC(CN(C)C)(C)C)OC(CN(C)C)(C)C)C)C tris(1-dimethylamino-2-methyl-2-propoxy)gallium